1-(bromomethyl)-3-isopropoxybenzene BrCC1=CC(=CC=C1)OC(C)C